1,3-dimethyl-2-chloroimidazoline hexafluorophosphate F[P-](F)(F)(F)(F)F.CN1C(N(CC1)C)Cl